6-oxo-1,10-phenanthroline O=C1CC=2C=CC=NC2C2=NC=CC=C12